FC1=CC=C(C=C1)[C@@H](C1CCN(CC1)C(=O)C=1C=CC2=C(NC(CO2)=O)C1)C1=CC=C(C=C1)C 6-[4-[(S)-(4-fluorophenyl)-(p-tolyl)methyl]piperidine-1-carbonyl]-4H-1,4-benzoxazin-3-one